COC1=CC=C(C(=O)N[C@H]2C[C@H](CCC2)NC2=CC=CC=3SC(=CC32)C(F)(F)F)C=C1 4-methoxy-N-((1R,3S)-3-((2-(trifluoromethyl)benzo[b]thiophen-4-yl)amino)cyclohexyl)benzamide